(tert-butyl 1-(2-chloropyrido[2,3-b]pyrazin-6-yl)-4-methylpiperidin-4-yl) carbamate C(N)(OC1(CC(N(CC1)C=1C=CC=2C(=NC=C(N2)Cl)N1)C(C)(C)C)C)=O